N1(CCC1)C1=CC(=NC=N1)NC1=NNC2=CC(=CC=C12)[C@@H]1C[C@@]12C(NC1=CC=C(C=C21)OC)=O (1R,2S)-2-(3-{[6-(azetidin-1-yl)pyrimidin-4-yl]amino}-1H-indazol-6-yl)-5'-methoxyspiro[cyclopropane-1,3'-indol]-2'(1'H)-one